N1=NN=C(C=C1)C1=NC(=CC=C1)C1=NN=NC=C1 2,6-bis(triazinyl)pyridine